3,4'-difluorobenzophenone FC=1C=C(C(=O)C2=CC=C(C=C2)F)C=CC1